Tert-butyl N-[[2-[5-[(1R)-1-aminoethyl]-3-thienyl]phenyl]methyl]-N-methyl-carbamate N[C@H](C)C1=CC(=CS1)C1=C(C=CC=C1)CN(C(OC(C)(C)C)=O)C